FC1=C2CN(CC2=CC=C1)CC=1OC=C(C(C1)=O)O 2-((4-fluoroisoindolin-2-yl)methyl)-5-hydroxy-4H-pyran-4-one